Methyl 6-chloro-4-((4-morpholinophenyl)amino)pyridazine-3-carboxylate ClC1=CC(=C(N=N1)C(=O)OC)NC1=CC=C(C=C1)N1CCOCC1